[Cu]C#N copper (i) cyanide